C(C)OC(=O)C1N(CC2=CC=CC=C2C1)C(=O)C=1OC(=CC1)C Ethyl-2-(5-methylfuran-2-carbonyl)-1,2,3,4-tetrahydroisochinolin-3-carboxylat